C(C(C)C)(=O)OC=1C(=NC=CC1OC)C(N[C@H](C(=O)N[C@H](C(C1=CC(=C(C=C1)OC)OC)C1=CC(=C(C=C1)OC)OC)C)[C@H](CC)C)=O 2-(((2S,3S)-1-(((S)-1,1-bis(3,4-dimethoxyphenyl)propan-2-yl)amino)-3-methyl-1-oxopentan-2-yl)carbamoyl)-4-methoxypyridin-3-yl isobutyrate